5-{4-chloro-3-[(({1-[4-(2-cyclopropoxyphenyl)pyridin-3-yl]cyclopropyl}amino)methyl)phenyl]hexanoyl}-N-[(2S,3R,4R,5R)-2,3,4,5,6-pentahydroxyhexyl]piperazine-1-carboxamide ClC(C(CC(=O)C1NCCN(C1)C(=O)NC[C@@H]([C@H]([C@@H]([C@@H](CO)O)O)O)O)C1=C(C=CC=C1)CNC1(CC1)C=1C=NC=CC1C1=C(C=CC=C1)OC1CC1)CC